ethyl 4-[(2R)-4-amino-2-[(tert-butoxycarbonyl)amino]butanamido]-1-methylimidazole-2-carboxylate NCC[C@H](C(=O)NC=1N=C(N(C1)C)C(=O)OCC)NC(=O)OC(C)(C)C